2-[4-[(E)-3-(1,3-Benzodioxol-5-yl)prop-2-enoyl]phenoxy]-N-[(1R,4S,5R,8S,9R,10S,12R,13R)-1,5,9-trimethyl-11,14,15,16-tetraoxatetracyclo[10.3.1.04,13.08,13]hexadecan-10-yl]acetamide O1COC2=C1C=CC(=C2)/C=C/C(=O)C2=CC=C(OCC(=O)N[C@@H]1[C@@H]([C@@H]3CC[C@H]([C@@H]4CC[C@]5(OO[C@]43[C@H](O1)O5)C)C)C)C=C2